4-(5-(((1H-1,2,3-triazol-5-yl)methyl)amino)-1,3,4-oxadiazol-2-yl)-N-(3,5-dichlorobenzyl)piperidine-1-carboxamide N1N=NC=C1CNC1=NN=C(O1)C1CCN(CC1)C(=O)NCC1=CC(=CC(=C1)Cl)Cl